dichloro(1,2-cyclohexanediamine) ClC1(C(CCCC1)(N)Cl)N